ClC=1C=CC=C2C=CC=C(C12)N1CC=2N=C(N=C(C2CC1)N1CCNCC1)OC[C@H]1N(CCC1)C (7R)-7-(8-chloro-1-naphthyl)-2-[[(1S,2S)-1-methylpyrrolidin-2-yl]methoxy]-4-piperazin-1-yl-6,8-dihydro-5H-pyrido[3,4-d]pyrimidine